S(=O)=NC1=CC=CC=C1 N-thionyl-aniline